COC=1N=C2C(=C3C(=NC2=CC1OC)CCC3)N[C@H]3CN(CCC3)C (3R)-N-[2,3-dimethoxy-6H,7H,8H-cyclopenta[b]1,5-naphthyridin-9-yl]-1-methylpiperidin-3-amine